C(C)(C)(C)[Si](OCCC1=CSC=C1)(C)C Tert-butyldimethyl-(2-(thiophen-3-yl)ethoxy)silane